(4-(2-((2-methoxy-4-(1-methyl-1H-pyrazol-4-yl)phenyl)amino)pyrido[3,4-d]pyrimidin-8-yl)morpholin-2-yl)methanol COC1=C(C=CC(=C1)C=1C=NN(C1)C)NC=1N=CC2=C(N1)C(=NC=C2)N2CC(OCC2)CO